The molecule is an amino tetrasaccharide that is 3-O-(2-acetamido-2-deoxy-beta-D-glucopyranosyl)-D-galactitol in which the hydroxy groups at positions 3 and 4 of the acetaminoglucopyranosyl moiety has been glycosylated by D-galactopyranosyl and L-fucosyl groups, respectively. It is an amino tetrasaccharide and a member of acetamides. C[C@H]1[C@H]([C@H]([C@@H]([C@@H](O1)O[C@@H]2[C@H](O[C@H]([C@@H]([C@H]2O[C@H]3[C@@H]([C@H]([C@H]([C@H](O3)CO)O)O)O)NC(=O)C)O[C@H]([C@H](CO)O)[C@H]([C@@H](CO)O)O)CO)O)O)O